2-(5-methylpyridin-3-yl)ethan-1-ol CC=1C=C(C=NC1)CCO